2-(diethylamino)chloroethane hydrochloride Cl.C(C)N(CCCl)CC